(methoxymethyl)sulfane COCS